C1(CCCCC1)CNC=1NC(/C(/N1)=C/C=1C=C2C=CC=NC2=CC1)=O (4Z)-2-(Cyclohexylmethylamino)-4-(6-quinolylmethylene)-1H-imidazol-5-one